OC1=C(C(=NC(=C1C=1SC=CC1)C)C)C(=O)N 4-hydroxy-2,6-dimethyl-5-(2-thienyl)pyridine-3-carboxamide